CCCCC/C=C/CCCCCCCCCC/C=C/CCC(=O)O 16-Docosadienoic acid